CC1=NC=C2N1C1=CC(=CC=C1NC2=O)C(=O)OC Methyl 1-methyl-4-oxo-4,5-dihydroimidazo[1,5-a]quinoxaline-8-carboxylate